4-Acetylamino-5-chloro-2,3-dihydrobenzofuran C(C)(=O)NC1=C(C=CC2=C1CCO2)Cl